N=1N=CN2C=NC(=CC21)C#CCO 3-([1,2,4]triazolo[4,3-c]pyrimidin-7-yl)prop-2-yn-1-ol